O=C1NC(CCC1N1C(C2=CC=C(C=C2C1=O)N1C2CN(C(C1)CC2)CC2CCN(CC2)CCOC2=CC=C(C=C2)C(=C(CC)C2=CC=CC=C2)C2=CC=C(C=C2)O)=O)=O 2-(2,6-dioxopiperidin-3-yl)-5-(5-((1-(2-(4-(1-(4-hydroxyphenyl)-2-phenylbut-1-en-1-yl)phenoxy)ethyl)piperidin-4-yl)methyl)-2,5-diazabicyclo[2.2.2]octan-2-yl)isoindoline-1,3-dione